[Si+4].[O-2].[V+3] vanadium(III) oxide silicon